C(C1=CC=CC=C1)N(C(C(C)C)=O)S(=O)(=O)C1=CC=C(C)C=C1 N-benzyl-N-(4-toluenesulfonyl)isobutyramide